CC(C)C(C)(C)C(C)(C)C(C)(C)S tert-dodecylmercaptan